tert-butyl (S)-2-(2-hydroxyethyl)pyrrolidine-1-carboxylate OCC[C@H]1N(CCC1)C(=O)OC(C)(C)C